Cl.C1=C(C=CC2=CC=CC=C12)C#CC(C)NC(=O)N1CCNCC1 N-(4-(naphthalen-2-yl)but-3-yn-2-yl)piperazine-1-carboxamide hydrochloride